[Na].C1(=CC=CC=C1)C1=CC=CC=C1 biphenyl sodium salt